C(C)(C)(C)C(C(=O)[O-])(C)CCCCCCCCC.[Mg+2].BrC=1C=C2C(=CN(C2=CC1)CCO)C(C)=O.C(C)(C)(C)C(C(=O)[O-])(C)CCCCCCCCC 1-(5-bromo-1-(2-hydroxyethyl)-1H-indol-3-yl)ethan-1-one magnesium 2-(tert-butyl)-2-nonylpropanoate